(1,3-dimethylimidazolidin-2-ylidene)(3-methyl-2-butene-1-ylidene)(tricyclopentylphosphine) ruthenium dichloride [Ru](Cl)Cl.CN1C(N(CC1)C)=C1C(C(CC1)P(C1CCCC1)C1CCCC1)=CC=C(C)C